C(C)(C)N1C(N(C=2C1=C1C(=NC2)N(C=C1C1=CC=CC=C1)S(=O)(=O)C1=CC=CC=C1)C)=O 1-isopropyl-3-methyl-8-phenyl-6-(phenylsulfonyl)-3,6-dihydroimidazo[4,5-d]Pyrrolo[2,3-b]Pyridin-2(1H)-one